N-(3-(difluoromethyl)-1-((1r,4r)-4-(piperazin-1-ylmethyl)cyclohexyl)-1H-pyrazol-4-yl)-2-(2-((2,2,2-trifluoroethyl)amino)pyridin-4-yl)oxazole-4-carboxamide FC(C1=NN(C=C1NC(=O)C=1N=C(OC1)C1=CC(=NC=C1)NCC(F)(F)F)C1CCC(CC1)CN1CCNCC1)F